FC1(CN2C(OC1)=C(C=N2)[S@](=O)(NC(NC2=C1[C@@H](CCC1=CC=1CCCC21)C)=O)=N)F (R)-6,6-difluoro-N-(((R)-3-methyl-1,2,3,5,6,7-hexahydro-s-indacen-4-yl)carbamoyl)-6,7-dihydro-5H-pyrazolo[5,1-b][1,3]oxazine-3-sulfonimidamide